1-(3,5-difluoropyridin-2-yl)-N-methylethan-1-amine FC=1C(=NC=C(C1)F)C(C)NC